4-((2-cyano-4-fluorophenyl)thio)-6-(1-((1r,4r)-4-hydroxy-4-methylcyclohexyl)-5-methyl-1H-pyrazol-4-yl)pyrazolo[1,5-a]pyridine-3-carbonitrile C(#N)C1=C(C=CC(=C1)F)SC=1C=2N(C=C(C1)C=1C=NN(C1C)C1CCC(CC1)(C)O)N=CC2C#N